ClC1=C(N=C(N=N1)N[C@H]1CN(CCC1)CCCS(=O)(=O)C)C 6-Chloro-5-methyl-N-[(3R)-1-(3-methylsulfonylpropyl)-3-piperidyl]-1,2,4-triazin-3-amine